C(C)OC(CC1=NN(C=C1)C1=NC(=CC=C1)Cl)=O.NC1=CC=C(C=C1)S(=O)(=O)NC1(COC1)C 4-amino-N-(3-methyloxetan-3-yl)benzene-1-sulfonamide ethyl-2-[1-(6-chloropyridin-2-yl)pyrazol-3-yl]acetate